(1s,4s)-4-amino-2'-bromospiro[cyclohexane-1,1'-indene]-4-carboxylic acid NC1(CCC2(C(=CC3=CC=CC=C23)Br)CC1)C(=O)O